3-carbazoleacetic acid C1=CC(=CC=2C3=CC=CC=C3NC12)CC(=O)O